N,N-dimethyl-3-((5-(1-(1-(methylsulfonyl)indolin-6-yl)-1H-benzo[d]imidazol-6-yl)pyridin-2-yl)oxy)propan-1-amine CN(CCCOC1=NC=C(C=C1)C=1C=CC2=C(N(C=N2)C2=CC=C3CCN(C3=C2)S(=O)(=O)C)C1)C